N-[(6-Amino-2-pyridyl)sulfonyl]-6-[6-(2-isopropoxyethoxy)-5-methyl-3-pyridyl]-2-[(4S)-2,2,4-trimethylpyrrolidin-1-yl]pyridin-3-carboxamid NC1=CC=CC(=N1)S(=O)(=O)NC(=O)C=1C(=NC(=CC1)C=1C=NC(=C(C1)C)OCCOC(C)C)N1C(C[C@@H](C1)C)(C)C